[B].[Cu].[Co].[Zn].[Mg].[Sr] strontium-magnesium-zinc-cobalt-copper-boron